N(N)C1=C2N=CN(C2=NC=N1)CCCC 6-hydrazino-9-butyl-purine